O=C(/C=C/C=C\C\C=C/CCCCCCC(=O)O)CCCCC (8z,11z,13e)-15-oxoeicosa-8,11,13-trienoic acid